BrC1=C2C(=NC=C1)NC=C2C(CCCl)=O 1-(4-bromo-1H-pyrrolo[2,3-b]pyridin-3-yl)-3-chloropropane-1-one